CCN(CC)C(=O)[C@H]1CN([C@@H]2CC3=CNC4=CC=CC(=C34)C2=C1)C (+)-Lysergic acid diethylamide